FC1(CC[C@@H](N(C1)C(=O)C1=NC(=CC=C1C)NC1=NC=CC(=C1)OC(F)(F)F)CNC(=O)C1CC1)F (R)-N-((5,5-difluoro-1-(3-methyl-6-((4-(trifluoromethoxy)pyridin-2-yl)amino)pyridine-2-carbonyl)piperidin-2-yl)methyl)cyclopropanecarboxamide